3-chloro-5-(2-methylphenyl)-1H-pyrazolo[4,3-c]pyridazin-6(5H)-one ClC1=NNC=2C1=NN(C(C2)=O)C2=C(C=CC=C2)C